CC1=CC=CC(=N1)C1=NC=CC(=N1)NC1=NC(=NC=C1)NC1=CC=C(C=C1)N1CCN(CC1)C1CNCC1 N4-[2-(6-methyl-2-pyridyl)pyrimidin-4-yl]-N2-[4-(4-pyrrolidin-3-ylpiperazin-1-yl)phenyl]pyrimidine-2,4-diamine